BrC=1C=C2C(=CC1)C(N(C[C@]21[C@H]([C@H]1C)F)CC(=O)NC1=NC=C(C=N1)F)=O 2-[(2's,3's,4r)-6-bromo-2'-fluoro-3'-methyl-1-oxospiro[3H-isoquinoline-4,1'-cyclopropane]-2-yl]-N-(5-fluoropyrimidin-2-yl)acetamide